2-(3-(tert-butoxy)-3-oxopropyl)-4-fluoropyrrolidine C(C)(C)(C)OC(CCC1NCC(C1)F)=O